CC1=C(C=CC=C1C=1OC=2C=NC(=CC2N1)C=C)C1=CC=CC=C1 2-(2-methylbiphenyl-3-yl)-6-vinyl-[1,3]oxazolo[5,4-c]pyridine